C1(CC1)C=1C(=NC=C(C1)C(F)(F)F)N1CCC(CC1)N1CC2(CS(C2)(=O)=O)CC1 6-(1-(3-cyclopropyl-5-(trifluoromethyl)pyridin-2-yl)piperidin-4-yl)-2-thia-6-azaspiro[3.4]octane 2,2-dioxide